FC1=CC=C(C=C1)[C@H]1N(CC[C@H](C1)C(F)(F)F)C(=O)N[C@@H](C)\C=C\S(=O)(=O)C (2S,4R)-2-(4-fluorophenyl)-N-((S,E)-4-(methylsulfonyl)but-3-en-2-yl)-4-(trifluoromethyl)piperidine-1-carboxamide